(S)-N-(1-(3,4-dichlorophenyl)-2-(dimethylamino)ethyl)-4-(3-(trifluoromethyl)phenoxy)benzenesulfonamide ClC=1C=C(C=CC1Cl)[C@@H](CN(C)C)NS(=O)(=O)C1=CC=C(C=C1)OC1=CC(=CC=C1)C(F)(F)F